C(C)(=O)OC(C(=O)O)C1=CC(=CC(=C1)F)F 2-acetoxy-2-(3,5-difluorophenyl)acetic acid